Cl.Cl.BrC=1C=C2C(=CN(C2=CC1)CCC[C@H]1NCCC[C@@H]1O)C(=O)OC methyl 5-bromo-1-(3-((2R,3S)-3-hydroxypiperidin-2-yl) propyl)-1H-indole-3-carboxylate dihydrochloride